2-(6-oxa-2-azaspiro[3.4]octane-2-carbonyl)pyridin C1N(CC12COCC2)C(=O)C2=NC=CC=C2